FC1=C(C(=CC(=C1)\C=C\[N+](=O)[O-])F)F (E)-1,2,3-trifluoro-5-(2-nitrovinyl)benzene